N-(1-(2-ethoxyethyl)-3-(pyridin-2-yl)-1H-pyrazol-4-yl)-5-(1H-pyrazol-4-yl)furan-2-carboxamide Formic Acid Salt C(=O)O.C(C)OCCN1N=C(C(=C1)NC(=O)C=1OC(=CC1)C=1C=NNC1)C1=NC=CC=C1